Diethylmethyl-(octyl)silane ethyl-(S)-3-(3-(4-hydroxy-1-methyl-2-oxo-1,2-dihydropyridin-3-yl)ureido)-3-(2',4,4'-trifluorobiphenyl-3-yl)propanoate C(C)OC(C[C@@H](C=1C=C(C=CC1F)C1=C(C=C(C=C1)F)F)NC(=O)NC=1C(N(C=CC1O)C)=O)=O.C(C)[Si](CCCCCCCC)(C)CC